4-(2,3-dihydrobenzo[1,4]dioxin-6-yl)-2-{3-[4-(pyrrolidin-1-yl)butyl]ureido}thiophene-3-carboxylic acid ethyl ester C(C)OC(=O)C1=C(SC=C1C1=CC2=C(OCCO2)C=C1)NC(=O)NCCCCN1CCCC1